α-phenylethylamine C1(=CC=CC=C1)C(C)N